2-(3-{2-[3-(2-hydroxyphenyl)cinnolin-6-yl]-7-azaspiro[3.5]nonan-7-yl}-1,2-oxazol-5-yl)-3-methylbutanoic acid OC1=C(C=CC=C1)C=1N=NC2=CC=C(C=C2C1)C1CC2(C1)CCN(CC2)C2=NOC(=C2)C(C(=O)O)C(C)C